BrC1=C(C=C2C(=C(C=NC2=C1)S(=O)(=O)N1CCSCC1)O)Cl 7-bromo-6-chloro-3-thiomorpholinosulfonyl-quinolin-4-ol